NC(CC(=O)O)C(NC(C(=O)OC)C(=O)OC1C(CCCC1)C)=O 3-amino-3-({1-methoxy-3-[(2-methylcyclohexyl)oxy]-1,3-dioxopropan-2-yl}carbamoyl)propanoic acid